N-(4-(((3,5-dicyano-6-(dimethylamino)-4-ethylpyridin-2-yl)oxy)methyl)phenyl)acrylamide C(#N)C=1C(=NC(=C(C1CC)C#N)N(C)C)OCC1=CC=C(C=C1)NC(C=C)=O